C1(CC1)COC1=C(C=C(C=C1)CC(=O)O)OC [4-(cyclopropylmethoxy)-3-methoxyphenyl]acetic acid